N-((2S)-4-methyl-1-(((4S,7R)-7-methyl-3-oxo-1-(pyridin-2-ylsulfonyl)azepan-4-yl)amino)-1-oxopent-2-yl)benzofuran-2-carboxamide CC(C[C@@H](C(=O)N[C@@H]1C(CN([C@@H](CC1)C)S(=O)(=O)C1=NC=CC=C1)=O)NC(=O)C=1OC2=C(C1)C=CC=C2)C